6-bromo-3-(trifluoromethyl)quinolin-2(1H)-one BrC=1C=C2C=C(C(NC2=CC1)=O)C(F)(F)F